(3-bromo-1-(2-hydroxyethyl)-1H-1,2,4-triazol-5-yl)methyl 4-methylbenzenesulfonate CC1=CC=C(C=C1)S(=O)(=O)OCC1=NC(=NN1CCO)Br